trimethylpyrrolidin-3-aminium iodide [I-].CC1(N(CCC1[NH3+])C)C